(R)-1-(2-(3-((1-ethyl-1H-pyrazol-4-yl)oxy)pyridin-2-yl)-5-fluorophenyl)ethan-1-ol C(C)N1N=CC(=C1)OC=1C(=NC=CC1)C1=C(C=C(C=C1)F)[C@@H](C)O